4-chloro-7-[4-fluoro-2-(2-methoxyethoxy)phenyl]-6-(1H-pyrazol-4-yl)thieno[3,2-c]pyridine ClC1=NC(=C(C2=C1C=CS2)C2=C(C=C(C=C2)F)OCCOC)C=2C=NNC2